C(C)(=O)N1C(C1)C(=O)C1=CC=C(C=C1)S(=O)(=O)C 1-acetyl-2-(4-methylsulfonylphenyl)formyl-aziridine